OC1CCC(CC1)SCC1=NC2=C(C=CC=C2C(N1)=O)C 2-(((4-hydroxycyclohexyl)thio)methyl)-8-methylquinazolin-4(3H)-one